2-(5'-chloro-1',2'-dihydrospiro[cyclobutane-1,3'-pyrrolo[2,3-b]pyridin]-3-ylidene)acetonitrile methyl-5-oxo-2-phenylpyrrolidine-3-carboxylate COC(=O)C1C(NC(C1)=O)C1=CC=CC=C1.ClC=1C=C2C(=NC1)NCC21CC(C1)=CC#N